5-bromo-N-(6-bromo-3-carbamoyl-1-chloro-2-naphthyl)-2-(3-chloro-2-pyridyl)pyrazole-3-carboxamide BrC=1C=C(N(N1)C1=NC=CC=C1Cl)C(=O)NC1=C(C2=CC=C(C=C2C=C1C(N)=O)Br)Cl